FC(C1=NC=CC(=C1)C1=CC=C(CN2C=CC3=C(C=CC(=C23)C(=O)NC2CC3(CCC3)C2)F)C=C1)F (Sa)-6-(1-(4-(2-(Difluoromethyl)pyridin-4-yl)benzyl)-4-fluoro-1H-indol-7-carboxamido)spiro[3.3]heptan